O=C1N(C=CC(N1)=O)[C@@]1(O[C@@]([C@H]2OC(O[C@H]21)(C)C)(CO)F)C#N (3aR,4R,6S,6aS)-4-(2,4-Dioxo-3,4-dihydropyrimidin-1(2H)-yl)-6-fluoro-6-(hydroxymethyl)-2,2-dimethyltetrahydrofuro[3,4-d][1,3]dioxole-4-carbonitrile